BrC=1C=C(C=C(C1)C1=C(C=CC=C1)S(=O)C)Cl 5'-bromo-3'-chloro-2-(methylsulfinyl)-1,1'-biphenyl